FC1=CC=C(C=C1)C(C(=O)NC=1SC=C(C1C(=O)[O-])C)CC 2-(2-(4-fluorophenyl)butanamido)-4-methylthiophene-3-carboxylate